2-[[tert-butyl(dimethyl)silyl]oxymethyl]cyclopent-2-en-1-one [Si](C)(C)(C(C)(C)C)OCC=1C(CCC1)=O